3,4-dinitraminofurazan N([N+](=O)[O-])C1=NON=C1N[N+](=O)[O-]